[Cl-].C(CCCCCCCCCCCCC)[N+](CCC[Si](OCC)(OCC)OCC)(C)C tetradecyl-dimethyl-(3-triethoxysilylpropyl)ammonium chloride